BrC=1C=NN(C1N1C(C2=CC(=CC(=C2C1)Cl)C)=O)C 2-(4-bromo-1-methyl-1H-pyrazol-5-yl)-4-chloro-6-methylisoindol-1-one